5-hydroxy-2-isopropyl-1-propyl-indole-3-carbonitrile OC=1C=C2C(=C(N(C2=CC1)CCC)C(C)C)C#N